Cl.N[C@@H](C)C1=NC(=NN1C1=C(C#N)C=CC=N1)C1CC1 {5-[(1S)-1-aminoethyl]-3-cyclopropyl-1H-1,2,4-triazol-1-yl}nicotinonitrile hydrochloride